6-(((R)-1-(4-chlorophenyl)-7-fluoro-5-(1-methyl-1H-pyrazole-3-carbonyl)-3-oxo-1-(((S)-tetrahydrofuran-3-yl)oxy)isoindolin-2-yl)methyl)nicotinonitrile ClC1=CC=C(C=C1)[C@@]1(N(C(C2=CC(=CC(=C12)F)C(=O)C1=NN(C=C1)C)=O)CC1=NC=C(C#N)C=C1)O[C@@H]1COCC1